5-bromo-1-methyl-2-tetrahydropyran-4-yl-imidazole BrC1=CN=C(N1C)C1CCOCC1